hydroxyethylimidazolium hexafluorophosphate F[P-](F)(F)(F)(F)F.OCCC=1NC=C[NH+]1